NC(C)(C1CC1)C1=C2C=C(N=CC2=C(N=C1)O[C@@H]1C[C@H](C1)OCC1=CC=CC=C1)NC1=CC=C2C(=N1)[C@H]([C@@H](OC2=O)C)C (7S,8R)-2-((5-(1-amino-1-cyclopropylethyl)-8-((trans)-3-(benzyloxy)cyclobutoxy)-2,7-naphthyridin-3-yl)amino)-7,8-dimethyl-7,8-dihydro-5H-pyrano[4,3-b]pyridin-5-one